ClC[C@H](COC1=CC=C(C=C1)C(C)(C)C1=CC=C(C=C1)OC[C@@H](CN1N=NC(=C1)CO)O)O (S)-1-chloro-3-(4-(2-(4-((R)-2-hydroxy-3-(4-(hydroxymethyl)-1H-1,2,3-triazol-1-yl)propoxy)phenyl)propan-2-yl)phenoxy)propan-2-ol